(S)-3-(((5-(2-fluoro-4-(2,2,2-trifluoroethoxy)phenyl)isoindolin-1-yl)methyl)amino)isonicotinic acid FC1=C(C=CC(=C1)OCC(F)(F)F)C=1C=C2CN[C@@H](C2=CC1)CNC1=C(C(=O)O)C=CN=C1